N-{2-[(3aR,6aS)-hexahydro-1H-furo[3,4-c]pyrrol-5-yl]pyrimidin-4-yl}-8-[3-(methanesulfonylmeth-yl)azetidin-1-yl]-5-(propan-2-yl)isoquinolin-3-amine C1OC[C@@H]2[C@H]1CN(C2)C2=NC=CC(=N2)NC=2N=CC1=C(C=CC(=C1C2)C(C)C)N2CC(C2)CS(=O)(=O)C